2,2-bis(aminomethyl)propane-1,3-diamine tetrahydrochloride Cl.Cl.Cl.Cl.NCC(CN)(CN)CN